(4-((E)-2-(pyridine-2-yl)vinyl)phenyl)ethylene N1=C(C=CC=C1)/C=C/C1=CC=C(C=C1)C=C